C(CCC)C1=C(C=C(C(=C1)N)CCCC)N 1,4-dibutyl-2,5-diaminobenzene